FC1=CC=C(C=C1)C1=C(C(=C(C=C1)C)C=1C(NC2(C1O)CCOCC2)=O)C 3-(4'-fluoro-2,4-dimethyl[1,1'-biphenyl]-3-yl)-4-hydroxy-8-oxa-1-azaspiro[4.5]dec-3-en-2-one